ClC=1N=C(C2=C(N1)C(=C(N=C2)C2=CC=CC1=CC=CC(=C21)Cl)F)Cl 2,4-dichloro-7-(8-chloronaphthalen-1-yl)-8-fluoropyrido[4,3-d]pyrimidine